(2,6-dichlorophenyl)-5-[4-(1,1-dioxo-1,4-thiazinane-4-carbonyl)anilino]-oxazole-4-carboxamide ClC1=C(C(=CC=C1)Cl)C=1OC(=C(N1)C(=O)N)NC1=CC=C(C=C1)C(=O)N1CCS(CC1)(=O)=O